CN1N=C(C=C1)C1(CCC(CC1)=O)C#N 1-(1-Methyl-1H-pyrazol-3-yl)-4-oxo-cyclohexane-1-carbonitrile